OCC(C1CCOCC1)NC(=O)C1=CC=C2C(=CC(=NC2=C1)C1=CC=C(C=C1)C(F)(F)F)OC N-(2-hydroxy-1-(tetrahydro-2H-pyran-4-yl)ethyl)-4-methoxy-2-(4-(trifluoromethyl)phenyl)quinoline-7-carboxamide